methyl (2-((S)-amino(4,4-difluorocyclohexyl)methyl)-6-((5,5-difluoro-2-oxopiperidin-3-yl)methyl)imidazo[1,2-b]pyridazin-7-yl)carbamate N[C@H](C=1N=C2N(N=C(C(=C2)NC(OC)=O)CC2C(NCC(C2)(F)F)=O)C1)C1CCC(CC1)(F)F